[IH2+].[N+](=O)([O-])C=1C=C(C=CC1)C1=CC(=CC=C1)[N+](=O)[O-] 3,3'-dinitrobiphenyl iodonium